COC=1C=CC(=C(C1)CCO)C1=NC2=CC=CC=C2C(=C1)C1=CC=CC=C1 2-[5-methoxy-2-(4-phenyl-quinolin-2-yl)-phenyl]-ethanol